CC(C)(C)OC(=O)N1C(C=CC1)C1=NC=C(N=C1)C(=O)OC [5-(methoxycarbonyl)pyrazin-2-yl]-2,5-dihydro-1H-pyrrole-1-carboxylic acid 2-methylpropan-2-yl ester